COC1=C(C=CC(=N1)C=1C=NC(=CC1)SC(F)(F)F)NC(=O)C=1C(=NOC1C)C1=CC=CC=C1 N-(6-Methoxy-6'-((trifluoromethyl)thio)-[2,3'-bipyridin]-5-yl)-5-methyl-3-phenylisoxazole-4-carboxamide